ethyl 4-{5-[3-(4-benzimidazol-1-yl-phenyl)-ureido]-3-tert-butyl-pyrazol-1-yl}-benzoate N1(C=NC2=C1C=CC=C2)C2=CC=C(C=C2)NC(NC2=CC(=NN2C2=CC=C(C(=O)OCC)C=C2)C(C)(C)C)=O